BrC1=CC=C2C=CN(C(C2=C1)=O)C1C(NC(CC1)=O)=O 3-(7-bromo-1-oxoisoquinolin-2(1H)-yl)piperidine-2,6-dione